(S)-2-(3-((6-(1-phenylethoxy)pyrazin-2-yl)amino)-1H-pyrazol-5-yl)acetonitrile C1(=CC=CC=C1)[C@H](C)OC1=CN=CC(=N1)NC1=NNC(=C1)CC#N